BrC1=CC=CC=2SC=C(C21)C(=O)N[C@@H]2CCO[C@]21O[C@@H]([C@@H]([C@@H]([C@H]1O)N1N=NC(=C1)C1=CC(=C(C(=C1)F)F)F)O)CO 4-bromo-N-((4R,5S,7R,8R,9S,10R)-8,10-dihydroxy-7-(hydroxymethyl)-9-(4-(3,4,5-trifluorophenyl)-1H-1,2,3-triazol-1-yl)-1,6-dioxaspiro[4.5]dec-4-yl)benzo[b]thiophene-3-carboxamide